6-bromo-13-thia-2,4,8,12,19-pentaazatricyclo[12.3.1.1~3,7~]nonadeca-1(18),3(19),4,6,14,16-hexaene 13,13-dioxide BrC=1C=NC=2NC=3C=CC=C(S(NCCCNC1N2)(=O)=O)C3